C1(C=CC=C1)C(C)=O 1-(Cyclopenta-2,4-dien-1-yl)ethan-1-on